NC1(CC(C1)(C#N)C)C1=NC=C(C=C1F)C=1C=CC2=C(C1)N1[C@H]3C4=C(C(N[C@@H](C1=N2)C3)=O)C=CC=C4OC(F)F cis-3-amino-3-{5-[(7R,14R)-1-(difluoromethoxy)-5-oxo-5,6,7,14-tetrahydro-7,14-methanobenzimidazo[1,2-b][2,5]benzodiazocin-11-yl]-3-fluoropyridin-2-yl}-1-methyl-cyclobutanecarbonitrile